C(C=C)(=O)N[C@@H](CCCCN)C(=O)O N-e-Acryloyl-L-lysine